methyl 2-amino-2-(3-fluoro-5-(trifluoromethoxy)phenyl)acetate NC(C(=O)OC)C1=CC(=CC(=C1)OC(F)(F)F)F